diperoxyisophthalic acid C(C1=CC(C(=O)OO)=CC=C1)(=O)OO